1',2'-dihydrospiro[cyclopropane-1,3'-pyrrolo[3,2-b]pyridine]-5'-carbonitrile N1CC2(C3=NC(=CC=C31)C#N)CC2